C[C@@H](CC=C)S(=O)(=O)N (S)-PENT-4-ENE-2-SULFONAMIDE